N,N-dicyclohexyl-cyclohexanecarboximidamide C1(CCCCC1)N(C(=N)C1CCCCC1)C1CCCCC1